S1C=C(C=C1)C(=O)NC=1C=C2C(=CNC2=CC1)C=1CC2CCCCN2CC1 5-(3-thienoyl)amino-3-(1,4,5,6,7,8,9-heptahydroquinolizin-2-yl)-1H-indole